3,5-dihydroxybenzeneboronic acid OC=1C=C(C=C(C1)O)B(O)O